4-((3S,5R)-4-acryloyl-3,5-dimethylpiperazin-1-yl)-6-fluoro-7-(2-fluoro-6-hydroxyphenyl)-1-(2-isopropyl-4-(methylthio)pyridin-3-yl)pyrido[2,3-d]pyrimidin-2(1H)-one C(C=C)(=O)N1[C@H](CN(C[C@H]1C)C=1C2=C(N(C(N1)=O)C=1C(=NC=CC1SC)C(C)C)N=C(C(=C2)F)C2=C(C=CC=C2O)F)C